4,4'-Biphenanthrene C1=CC=C(C=2C3=CC=CC=C3C=CC12)C1=CC=CC=2C=CC3=CC=CC=C3C12